acetic acid benzenesulfonate C1(=CC=CC=C1)S(=O)(=O)O.C(C)(=O)O